ClC1=CC=C(C2=C1N(C(=N2)N)C)C=2COCC2 7-chloro-4-(2,5-dihydrofuran-3-yl)-1-methyl-benzimidazol-2-amine